N1C=CC2=CC=CC(=C12)C(=O)N 1H-indole-7-formamide